2-(2-(4-((S)-4-acryloyl-2-methylpiperazin-1-yl)-6-fluoro-1-(2-isopropyl-4-methylpyridin-3-yl)-2-oxo-1,2-dihydropyrido[2,3-d]pyrimidin-7-yl)-3-fluorophenyl)acetamide C(C=C)(=O)N1C[C@@H](N(CC1)C=1C2=C(N(C(N1)=O)C=1C(=NC=CC1C)C(C)C)N=C(C(=C2)F)C2=C(C=CC=C2F)CC(=O)N)C